C12CNCC(CC1)N2C2=NC=CC(=N2)OCCN2CCN(CC2)C(=O)OCC2=CC=CC=C2 benzyl 4-[2-[2-(3,8-diazabicyclo[3.2.1]octan-8-yl)pyrimidin-4-yl]oxyethyl]piperazine-1-carboxylate